tert-butyldiphenyl-(((1S,2S)-2-vinylcyclopropyl)methoxy)-silane C(C)(C)(C)[Si](OC[C@@H]1[C@@H](C1)C=C)(C1=CC=CC=C1)C1=CC=CC=C1